C1(CCCCC1)CN1N=CC(=C1)C1=C(C=2N(C=C1)C(=CN2)I)C(=O)OC methyl 7-(1-(cyclohexylmethyl)-1H-pyrazol-4-yl)-3-iodoimidazo[1,2-a]pyridine-8-carboxylate